C(\C=C\C(=O)O)(=O)O.C(C)OC(=O)[C@@H]1[C@@H]2CC[C@H](C(N1)=O)N2 (1S,2S,5R)-4-oxo-3,8-diazabicyclo[3.2.1]octane-2-carboxylic acid ethyl ester fumarate